FC1=C(N)C=CC(=C1)CN1CCOCC1 2-fluoro-4-(morpholin-4-ylmethyl)aniline